COC1=CC=CC=2N=NN(C(C21)=O)CC(=O)N[C@@H](C)C2=CC=C(C=C2)OC(F)(F)F (S)-2-(5-methoxy-4-oxo-benzo[d][1,2,3]triazin-3(4H)-yl)-N-(1-(4-(trifluoromethoxy)phenyl)ethyl)acetamide